benzyl (S)-3-benzyl-4,5,6,7-tetrahydro-3H-imidazo[4,5-c]pyridine-6-carboxylate C(C1=CC=CC=C1)N1C=NC2=C1CN[C@@H](C2)C(=O)OCC2=CC=CC=C2